C(C)(C)(C)OC(=O)N1CCC2(CC=C2C2=C(C=NN2C2=C(C=CC=C2)C(F)(F)F)C(=O)OCC)CC1 (4-(ethoxycarbonyl)-1-(2-(trifluoromethyl)phenyl)-1H-pyrazol-5-yl)-7-azaspiro[3.5]non-1-ene-7-carboxylic acid tert-butyl ester